[F-].C(CCCCCCC)[NH+]1C(CCC1)CCCC 1-Octyl-2-butylpyrrolidinium fluorid